bicyclo[2.2.1]-2,5-heptadiene C12C=CC(C=C1)C2